COC=1C=C(C=CC1OC)C1=CC=C2C=CC=C3C=C(C(C1=C32)=O)OC 9-(3,4-Dimethoxyphenyl)-2-methoxy-1H-phenalen-1-one